3-(hydroxymethyl)-1,2-dimethyl-1H-imidazol-3-ium OC[N+]1=C(N(C=C1)C)C